1-(3-Bromophenyl)-3-((2-((2-(6-fluoro-5-(4-fluoro-3-(1-(tetrahydro-2H-pyran-2-yl)-1H-pyrazol-3-yl)phenoxy)-1-tosyl-1H-indol-4-yl)ethyl)thio)ethyl)thio)propan-1-ol BrC=1C=C(C=CC1)C(CCSCCSCCC1=C2C=CN(C2=CC(=C1OC1=CC(=C(C=C1)F)C1=NN(C=C1)C1OCCCC1)F)S(=O)(=O)C1=CC=C(C)C=C1)O